C(#N)C(C(=O)OCC(C)C)=C α-isobutyl alpha-cyanoacrylate